4-[(2'S,4R)-2,2'-dimethylspiro[6,7-dihydrothieno[3,2-c]pyran-4,4'-piperidine]-1'-yl]tetrahydrofuran-3-ol CC1=CC2=C(CCO[C@]23C[C@@H](N(CC3)C3C(COC3)O)C)S1